tert-butyl (R)-3-((2-(trifluoromethoxy)ethyl)amino)pyrrolidine-1-carboxylate FC(OCCN[C@H]1CN(CC1)C(=O)OC(C)(C)C)(F)F